BrC1=CC=C2\C(\C(NC2=C1)=O)=C\1/N=C2C=CC=CC2=C1NO (3E)-6-bromo-3-[3-(hydroxyamino)indole-2-ylidene]-1H-indole-2-one